gamma-keto-(1,1'-biphenyl)-4-butyric acid O=C(CCC(=O)O)C1=CC=C(C=C1)C1=CC=CC=C1